ClC1=CC(=C(C=N1)NC(=O)C1(CN(C1)CCC(C(=O)O)(C)C)C1=C(C=CC=C1)C(C)C)OC(C)C 4-(3-((6-chloro-4-isopropoxypyridin-3-yl)carbamoyl)-3-(2-isopropylphenyl)azetidin-1-yl)-2,2-dimethylbutanoic acid